ethyl 2-bromo-2-(3-methyl-2-((1r,4r)-4-(2,2,2-trifluoroethoxy)cyclohexyl) phenyl)acetate BrC(C(=O)OCC)C1=C(C(=CC=C1)C)C1CCC(CC1)OCC(F)(F)F